C1(=CC=CC=C1)S(=N)C(C1=CC=CC=C1)=O phenylbenzoyl-sulfimide